FC1=C(C=C(C=C1)F)C1=C(C=C(C=C1)C1=NNC(O[C@H]1C)=O)C(F)(F)F (6S)-5-[2',5'-Difluoro-2-(trifluoromethyl)[1,1'-biphenyl]-4-yl]-6-methyl-3,6-dihydro-2H-1,3,4-oxadiazin-2-on